2-((3-(azetidin-1-yl)-1-methyl-1H-pyrazol-5-yl)sulfonyl)-6-(tetrahydro-2H-pyran-4-yl)-2,6-diazaspiro[3.3]heptane N1(CCC1)C1=NN(C(=C1)S(=O)(=O)N1CC2(C1)CN(C2)C2CCOCC2)C